OC(C1=CC=CC=C1)[SiH](OCCCOC)C(C1=CC=CC=C1)O di(hydroxybenzyl)methoxypropoxysilane